Cl[C@@H]1[C@@H](OC([C@H]1OC(C1=CC=CC=C1)(C1=CC=CC=C1)C1=CC=C(C=C1)OC)(CO)CO)N1C(NC(C(=C1)F)=O)=O 1-[(2R,3S,4R)-3-chloro-5,5-bis(hydroxymethyl)-4-[(4-methoxyphenyl)diphenylmethoxy]oxolan-2-yl]-5-fluoro-3H-pyrimidine-2,4-dione